FC(CC(CC(CC(F)(F)F)(F)F)(F)F)(F)F 1,1,1,3,3,5,5,7,7,7-decafluoroheptane